Methyl N-(2-(5-(dimethylamino)naphthalen-1-yl)acetyl)-S-trityl-L-cysteinate CN(C1=C2C=CC=C(C2=CC=C1)CC(=O)N[C@@H](CSC(C1=CC=CC=C1)(C1=CC=CC=C1)C1=CC=CC=C1)C(=O)OC)C